isopropyl ((R)-(((2R,3R,4R,5R)-5-(2-amino-6-(methylamino)-9H-purin-9-yl)-4-fluoro-3-hydroxy-4-methyltetrahydrofuran-2-yl)methoxy)(phenoxy)phosphoryl)-L-alaninate NC1=NC(=C2N=CN(C2=N1)[C@H]1[C@]([C@@H]([C@H](O1)CO[P@@](=O)(OC1=CC=CC=C1)N[C@@H](C)C(=O)OC(C)C)O)(C)F)NC